IC1=CC=CC(=N1)C=1SC[C@H](N1)C(=O)OCC=C allyl (R)-2-(6-iodopyridin-2-yl)-4,5-dihydrothiazole-4-carboxylate